2-methyl-lauraldehyde CC(C=O)CCCCCCCCCC